N12CCCN(CC1)CC2 1,5-diazabicyclo[3.2.2]Nonane